C(C)(C)(C)OC(=O)N1[C@H]([C@H](C(C1)(F)F)NS(=O)(=O)C1CC1)CC1=C(C(=CC=C1)Cl)F (2S,3R)-2-[(3-chloro-2-fluorophenyl)methyl]-3-[(cyclopropanesulfonyl)amino]-4,4-difluoropyrrolidine-1-carboxylic acid tert-butyl ester